FC1(OC2=C(O1)C=CC(=C2)[C@H](CC)NC2=NC=CC(=C2)N2N=C(C=1CCC[C@@H](C21)OC2=CC=C(C(=O)O)C=C2)C(F)(F)F)F 4-[[(7S)-1-[2-[[(1S)-1-(2,2-difluoro-1,3-benzodioxol-5-yl)propyl]amino]-4-pyridinyl]-3-(trifluoromethyl)-4,5,6,7-tetrahydroindazol-7-yl]oxy]benzoic acid